6-chloro-N-{3-[2-(4-chloro-3-fluorophenoxy)acetamido]bicyclo[1.1.1]pent-1-yl}-4-(oxolane-3-carbonyl)-3,4-dihydro-2H-1,4-benzoxazine-2-carboxamide ClC=1C=CC2=C(N(CC(O2)C(=O)NC23CC(C2)(C3)NC(COC3=CC(=C(C=C3)Cl)F)=O)C(=O)C3COCC3)C1